BrC1=C(C(=CC2=C1N(N=N2)CC(C)(C)O)C2=C(C=C(C(=O)O)C=C2)C2=CC(=C(C=C2)C#N)F)F 4-[7-bromo-6-fluoro-1-(2-hydroxy-2-methyl-propyl)benzotriazol-5-yl]-3-(4-cyano-3-fluoro-phenyl)benzoic acid